FC(C1=NN(C(=C1)C(F)F)CC(=O)N1CCC(CC1)C=1SC=C(N1)C1=NO[C@@H](C1)C1=C(C=CC=C1Cl)CS(=O)(=O)[O-])F 2-{(5S)-3-[2-(1-{[3,5-bis(difluoromethyl)-1H-pyrazol-1-yl] acetyl} piperidin-4-yl)-1,3-thiazol-4-yl]-4,5-dihydro-1,2-oxazol-5-yl}-3-chlorophenylmethanesulfonate